C(C)(C)CC(C(=O)[O-])=O 3-isopropylpyruvate